2-chloro-N-(2-oxo-1-(3-methylphenyl)cyclohexyl)acetamide ClCC(=O)NC1(C(CCCC1)=O)C1=CC(=CC=C1)C